FC1=C(C=CC(=C1)OC1=CC=C(C=C1)F)NC(OCC=1C(=C2C(N(CC2=CC1)C1C(NC(CC1)=O)=O)=O)O[C@H]1COCCC1)=O [2-(2,6-dioxopiperidin-3-yl)-4-[(3R)-oxan-3-yloxy]-3-oxo-2,3-dihydro-1H-isoindol-5-yl]methyl N-[2-fluoro-4-(4-fluorophenoxy)phenyl]carbamate